Cl.N[C@@H]1CN(CCC1)C1=CC(=NC=C1C=1C=NN(C1)C(F)(F)F)NC1=NC(=NC=C1)C1=C(C=C(C=C1OC)F)F (S)-N-(4-(3-aminopiperidin-1-yl)-5-(1-(trifluoromethyl)-1H-pyrazol-4-yl)pyridin-2-yl)-2-(2,4-difluoro-6-methoxyphenyl)pyrimidin-4-amine hydrochloride